1-Ethyl-3-methyl-imidazolium Acetate C(C)(=O)[O-].C(C)N1C=[N+](C=C1)C